4-iodo-5-methyl-1-((1-(piperidin-1-yl)cyclohexyl)methyl)-1H-pyrrole-2-carbonitrile IC=1C=C(N(C1C)CC1(CCCCC1)N1CCCCC1)C#N